FC1=C(C=CC=C1C1N(CCC2=C1N=C(N2)C2=C(C=CC(=C2)OC=2C(=C1C=CNC1=CC2F)S(=O)(=O)C)F)C)CC(C(=O)OC(C)(C)C)C tert-butyl 3-[2-fluoro-3-[2-[2-fluoro-5-[(6-fluoro-4-methylsulfonyl-1H-indol-5-yl)oxy]phenyl]-5-methyl-1,4,6,7-tetrahydroimidazo[4,5-c]pyridin-4-yl]phenyl]-2-methyl-propanoate